NCCNCCC[Si](OC)(OC)OC 3-(2-amino-ethylamino)-propyl-trimethoxysilane